(1R,2S) and (1S,2R)-4-((4-bromo-1H-pyrazol-1-yl)methyl)-2-fluorocyclopentyl 4-nitrobenzoate [N+](=O)([O-])C1=CC=C(C(=O)O[C@H]2[C@H](CC(C2)CN2N=CC(=C2)Br)F)C=C1 |r|